2,5-dimethylbenzonitrile CC1=C(C#N)C=C(C=C1)C